CNCC1=NC(=CC2=C1CN(C2=O)C2=NC(=CC=C2)C2=NN=CN2C2(CC2)C(F)(F)F)N2[C@@H](CCC2)C (R)-4-((methylamino)methyl)-6-(2-methylpyrrolidin-1-yl)-2-(6-(4-(1-(trifluoromethyl)cyclopropyl)-4H-1,2,4-triazol-3-yl)pyridin-2-yl)-2,3-dihydro-1H-pyrrolo[3,4-c]pyridin-1-one